2-((7-isopropyl-1,4a-dimethyl-1,2,3,4,4a,4b,5,6,10,10a-decahydrophenanthrene-1-carbonyl)oxy)succinic acid C(C)(C)C=1CCC2C3(CCCC(C3CC=C2C1)(C(=O)OC(C(=O)O)CC(=O)O)C)C